N-(5-((6-((R)-3-(3,4-dichloro-2-fluorophenyl)isoxazolidine-2-yl)pyrimidine-4-yl)amino)-4-methoxy-2-(4-(oxetane-3-yl)piperazine-1-yl)phenyl)acrylamide ClC=1C(=C(C=CC1Cl)[C@@H]1N(OCC1)C1=CC(=NC=N1)NC=1C(=CC(=C(C1)NC(C=C)=O)N1CCN(CC1)C1COC1)OC)F